C(C=C)(=O)OCCC1=C(C=CC=C1)OP(=O)([O-])[O-] acryloyloxyethylphenylhydrogenphosphate